O.O.C=1(C(=CC=C2C=CC=CC12)S(=O)(=O)[O-])S(=O)(=O)[O-].[Na+].[Na+] disodium naphthalenedisulfonate dihydrate